CN(S(=O)(=O)NCC1=NN2C(CN(CCC2)C=2C3=C(N=CN2)CNCC3)=C1)C 4-(2-((dimethylsulfamoyl)amino)methyl-7,8-dihydro-4H-pyrazolo[1,5-a][1,4]diazepin-5(6H)-yl)-6,8-dihydro-5H-pyrido[3,4-d]pyrimidine